(1R,2S)-7-chloro-2-hydroxy-2,3-dihydro-1H-inden ClC=1C=CC=C2C[C@@H](CC12)O